BrC=1C=C2C=NC=NC2=C(C1)C(F)(F)F 6-bromo-8-(trifluoromethyl)quinazolin